CC1NCCNC1C 2,3-dimethylpiperazine